4-((4-(4-methyl-4H-1,2,4-triazol-3-yl)piperidin-1-yl)sulfonyl)aniline CN1C(=NN=C1)C1CCN(CC1)S(=O)(=O)C1=CC=C(N)C=C1